BrC=1C=C(C(=NC1)C=O)N1CCN(CC1)C(C)C 5-bromo-3-(4-isopropylpiperazin-1-yl)picolinaldehyde